2-(2-((2,4-dimethoxybenzylidene)hydrazineylidene)-4-oxothiazolidin-5-yl)acetyl chloride COC1=C(C=NN=C2SC(C(N2)=O)CC(=O)Cl)C=CC(=C1)OC